C1(=CC=CC=C1)N(C(CCC)=O)C1CCN(CC1)C(CC1=CC=CC=C1)C N-phenyl-N-[1-(1-phenylpropan-2-yl)-4-piperidyl]butanamide